COC(CSC1=CC=C(C=C1)Br)=O Methyl-2-((4-bromophenyl)thio)acetate